COC(=O)C1=CC(=NC=C1)C#N cyano-4-pyridinecarboxylic acid methyl ester